O=C1CCC2(CC(C2)C2=CC(C(N=N2)C(=O)O)=O)CC1 6-(7-oxospiro[3.5]nonan-2-yl)oxopyridazine-3-carboxylic acid